C(CCCCCCCC)(=O)OC(CSCCCCCC(CCCCCSCC(CCCCCC)OC(CCCCCCCC)=O)NCCCCO[Si](C1=CC=CC=C1)(C1=CC=CC=C1)C(C)(C)C)CCCCCC ((6-((4-(tert-butyldiphenylsilyloxy)butyl)-amino)undecane-1,11-diyl)bis(sulfanediyl))bis-(octane-1,2-diyl) dinonanoate